(5S)-8-Chloro-N-(4-fluorobenzyl)-1-[trans-4-(pyridin-2-yloxy)cyclohexyl]-5,6-dihydro-4H-[1,2,4]triazolo[4,3-a][1]benzazepin-5-amin ClC=1C=CC2=C(C[C@@H](CC=3N2C(=NN3)[C@@H]3CC[C@H](CC3)OC3=NC=CC=C3)NCC3=CC=C(C=C3)F)C1